BrC1=NC=C(C(=C1)N1C(C(=C(C=C1C)OCC1=CC=C(C=C1)OC)Cl)=O)C 2'-bromo-3-chloro-4-[(4-methoxyphenyl)methoxy]-5',6-dimethyl-[1,4'-bipyridin]-2-one